OC=1C=C2CC[C@@H]([C@@H](C2=CC1)C1=CC=C(OCCCCCN2CCN(CC2)C=2N=CN(C(C2)=O)N2C(CCCC2=O)=O)C=C1)C1=CC=CC=C1 (4-(4-(5-(4-((1R,2S)-6-hydroxy-2-phenyl-1,2,3,4-tetrahydronaphthalen-1-yl)phenoxy)pentyl)piperazin-1-yl)-6-oxopyrimidin-1(6H)-yl)piperidine-2,6-dione